CC(=CCC/C(=C/CC/C(=C/CC/C=C(\C)/CC/C=C(\C)/CC[C@H]1C(O1)(C)C)/C)/C)C (S)-2,3-epoxysqualene